C(C)(=O)N1C(CC(C1)C1=CC(=C(C=C1)OC(F)F)OC(C)C)C(=O)NC1=C(C=CC=C1)OCC 1-acetyl-4-(4-(difluoromethoxy)-3-isopropoxyphenyl)-N-(2-ethoxyphenyl)pyrrolidine-2-carboxamide